ClC1=CC(=NC(=C1)N(CCOC)C(C)C)C(=O)NC1=CC(=C(C(=O)O)C=C1)C 4-(4-Chloro-6-(isopropyl-(2-methoxyethyl)amino)pyridinamido)-2-methylbenzoic acid